(2R)-4-chloro-2-methyl-2,3-dihydro-1H-pyrrolo[2,3-b]pyridine-5-carbonitrile ClC1=C2C(=NC=C1C#N)N[C@@H](C2)C